1,3,5-Tris[N-(4-Diphenylaminophenyl)-N-Phenylamino]benzene diethyl-2-acetamido-2-(3-chloro-2-methyl-5-nitrobenzyl)malonate C(C)OC(C(C(=O)OCC)(CC1=C(C(=CC(=C1)[N+](=O)[O-])Cl)C)NC(C)=O)=O.C1(=CC=CC=C1)N(C1=CC=C(C=C1)N(C1=CC=CC=C1)C1=CC(=CC(=C1)N(C1=CC=C(C=C1)N(C1=CC=CC=C1)C1=CC=CC=C1)C1=CC=CC=C1)N(C1=CC=C(C=C1)N(C1=CC=CC=C1)C1=CC=CC=C1)C1=CC=CC=C1)C1=CC=CC=C1